(R)-1-(5-(6-chloro-7-fluoro-3-(1H-imidazol-1-yl)-5-methoxy-1-methyl-1H-indol-2-yl)-4H-1,2,4-triazol-3-yl)-N-methylethan-1-amine ClC1=C(C=C2C(=C(N(C2=C1F)C)C=1NC(=NN1)[C@@H](C)NC)N1C=NC=C1)OC